2-bromo-4-fluoro-8H-dibenzo[3,4:6,7]cyclohepta[1,2-b]thiophen-8-ol BrC1=CC2=C(S1)C1=C(C(C3=C2C(=CC=C3)F)O)C=CC=C1